C(CCC)C1N(S(C2=C(N(C1)C1=CC=CC=C1)N=C(C(=C2)O\C=C(\C(=O)O)/F)SC)(=O)=O)C (Z)-3-((3-butyl-2-methyl-7-(methylthio)-1,1-dioxido-5-phenyl-2,3,4,5-tetrahydropyrido[2,3-f][1,2,5]thiadiazepin-8-yl)oxy)-2-fluoroacrylic acid